[(3-fluoro-2-methoxyphenyl)amino]-2-{3-[(1R)-1-[(2R)-1-(prop-2-enoyl)azetidin-2-yl]ethoxy]pyridin-4-yl}-1H,5H,6H,7H-pyrrolo[3,2-c]pyridin-4-one FC=1C(=C(C=CC1)NN1C(=CC=2C(NCCC21)=O)C2=C(C=NC=C2)O[C@H](C)[C@@H]2N(CC2)C(C=C)=O)OC